(5-(2-chloro-4-(trifluoromethyl)phenoxy)-2-nitrophenyl)(5-hydroxy-1,3-dimethyl-1H-pyrazol-4-yl)methanone ClC1=C(OC=2C=CC(=C(C2)C(=O)C=2C(=NN(C2O)C)C)[N+](=O)[O-])C=CC(=C1)C(F)(F)F